2-methyl-oxazole-5-carboxamide CC=1OC(=CN1)C(=O)N